ethyl ((1-(2,6-dioxopiperidin-3-yl)-3-methyl-2-oxo-2,3-dihydro-1H-benzo[d]imidazol-5-yl)methyl)carbamate O=C1NC(CCC1N1C(N(C2=C1C=CC(=C2)CNC(OCC)=O)C)=O)=O